N1C=C(C2=CC=CC=C12)CCNC1CCC2=CC(=CC=C12)/C=C/C(=O)OCC ethyl ((E)-3-(1-((2-(1H-indol-3-yl) ethyl) amino)-2,3-dihydro-1H-inden-5-yl) acrylate)